2-(1,4-dioxaspiro[4.5]decan-8-yl)thiazole O1CCOC12CCC(CC2)C=2SC=CN2